ClC1=CC(=C(N=N1)OCCOC)N 6-chloro-3-(2-methoxyethoxy)pyridazin-4-amine